C1(=CC=CC=C1)C1=NC=2N(C(=C1)N1C[C@@H](CC1)N)N=CC2 (R)-1-(5-phenylpyrazolo[1,5-a]pyrimidin-7-yl)pyrrolidin-3-amine